r-(2,3-epoxypropoxy)propyltrimethoxysilane C([C@H]1CO1)OCCC[Si](OC)(OC)OC